1,4-dicyclohexyl-1,6-hexanediamine C1(CCCCC1)C(CCC(CCN)C1CCCCC1)N